C(C)(=O)SCC1=C2C=CNC2=C(C(=C1OC=1C=CC(=C(C1)C1=NC(=NN1C)C(=O)C=1C=C(C=CC1)C[C@H](C(=O)OC)C)F)F)F Methyl (R)-3-(3-(5-(5-((4-((acetylthio)methyl)-6,7-difluoro-1H-indol-5-yl)oxy)-2-fluorophenyl)-1-methyl-1H-1,2,4-triazole-3-carbonyl)phenyl)-2-methylpropanoate